1-(4-(5-(2-cyclopropyl-5-(1-hydroxyethyl)-1H-pyrrolo[2,3-b]pyridin-3-yl)pyridin-3-yl)phenyl)pyrrolidin-2-one C1(CC1)C1=C(C=2C(=NC=C(C2)C(C)O)N1)C=1C=C(C=NC1)C1=CC=C(C=C1)N1C(CCC1)=O